BrC=1C=C(C(=NC1)C=1C=C2N(C=C(C=C2N1)C(F)(F)F)CC)S(=O)(=O)CC 5-bromo-3-(ethanesulfonyl)-2-[4-ethyl-6-(trifluoromethyl)pyrrolo[3,2-b]pyridin-2-yl]pyridine